N16-((S)-1-((2S,4R)-4-hydroxy-2-((4-(4-methylthiazol-5-yl)benzyl)carbamoyl)pyrrolidin-1-yl)-3,3-dimethyl-1-oxobutan-2-yl)-4,7,10,13-tetraoxahexadecanediamide O[C@@H]1C[C@H](N(C1)C([C@H](C(C)(C)C)NC(CCOCCOCCOCCOCCC(=O)N)=O)=O)C(NCC1=CC=C(C=C1)C1=C(N=CS1)C)=O